C1(CC1)CC=1N(C(=CC1C=1SC=C(N1)C(=O)O)C1=CC(=CC=C1)C=1C=NN(C1)C)CC1=CC(=C(C=C1)S(N)(=O)=O)F 2-(2-(cyclopropylmethyl)-1-(3-fluoro-4-sulfamoylbenzyl)-5-(3-(1-methyl-1H-pyrazol-4-yl)phenyl)-1H-pyrrol-3-yl)thiazole-4-carboxylic acid